2-(tert-butylamino)-4-((1S,3S)-3-hydroxy-4,4-dimethylcyclohexylamino)pyrimidine-5-carboxamide C(C)(C)(C)NC1=NC=C(C(=N1)N[C@@H]1C[C@@H](C(CC1)(C)C)O)C(=O)N